ClC1=NC(=NC(=N1)OC1=CC=CC=C1)C1=CN(C2=CC=CC=C12)C1=CC=CC=C1 3-(4-chloro-6-phenoxy-1,3,5-triazin-2-yl)-1-phenyl-1H-indole